Methyl 4-amino-3-[(3-ethylimidazol-4-yl)methylamino]benzoate NC1=C(C=C(C(=O)OC)C=C1)NCC=1N(C=NC1)CC